2,4,7-trimethyl-4-(5-methylthiophen-2-yl)oct-6-enal CC(C=O)CC(CC=C(C)C)(C=1SC(=CC1)C)C